galactose (galactonate) O=C([C@H](O)[C@@H](O)[C@@H](O)[C@H](O)CO)O.O=C[C@H](O)[C@@H](O)[C@@H](O)[C@H](O)CO